BrC1=C(C(=CC=C1)F)NC(C)=O N-(2-bromo-6-fluorophenyl)acetamide